N1N=CC2=CC=C(C=C12)CN1CCC(CC1)(O)C=1C=C2C(N(C(C2=CC1)=O)C1C(NC(CC1)=O)=O)=O 5-(1-((1H-indazol-6-yl)methyl)-4-hydroxypiperidin-4-yl)-2-(2,6-dioxopiperidin-3-yl)isoindoline-1,3-dione